diethyl pyrrolidine-3,3-dicarboxylate, L-tartrate salt C(=O)(O)[C@H](O)[C@@H](O)C(=O)O.N1CC(CC1)(C(=O)OCC)C(=O)OCC